CC=1C=C(C=C(C1CC)C)O 3,5-Dimethyl-4-ethylphenol